C(#N)CC1NCCN(C1)C1=NC(=NC2=C(C(=C(C=C12)F)C1=CC(=CC2=CC=CC(=C12)C#C)OCOC)F)OC[C@]12CCCN2C[C@@H](C1)F 2-(cyanomethyl)-4-(7-(8-ethynyl-3-(methoxymethyloxy)naphthalene-1-yl)-6,8-Difluoro-2-(((2R,7aS)-2-fluorotetrahydro-1H-pyrrolizin-7a(5H)-yl)methoxy)quinazolin-4-yl)piperazine